5-{[2-(1,3-dioxo-2,3-dihydro-1H-isoindol-2-yl)ethyl]sulfonamido}-1,3-thiazole-4-carboxylic acid O=C1N(C(C2=CC=CC=C12)=O)CCS(=O)(=O)NC1=C(N=CS1)C(=O)O